N-{[6-(hydroxymethyl)imidazo[1,2-a]pyridin-2-yl]methyl}-4-oxo-4H-pyrido[1,2-a]pyrimidine-2-carboxamide OCC=1C=CC=2N(C1)C=C(N2)CNC(=O)C=2N=C1N(C(C2)=O)C=CC=C1